C(CCCCC)/C(/C=O)=C\CCCC (E)-2-Hexyl-2-heptenal